C(CCCCC)OC=1C=CC(=C(C1)O)C1=NC(=NC(=N1)C1=C(C=C(C=C1)OCCCCCCCCCCCO)O)C1=C(C=C(C=C1C)C)C 5-(hexyloxy)-2-(4-(2-hydroxy-4-((11-hydroxyundecyl)oxy)phenyl)-6-mesityl-1,3,5-triazin-2-yl)phenol